ClC1=C(C=CC(=C1)Cl)C1OC2=C(OC1)C=CC=C2C2CCN(CC2)CC2=NC=1C(=NC(=CC1)C(=O)O)N2C[C@H]2OCC2 2-((4-(3-(2,4-dichlorophenyl)-2,3-dihydrobenzo[b][1,4]dioxin-5-yl)piperidin-1-yl)methyl)-3-(((S)-oxetan-2-yl)methyl)-3H-imidazo[4,5-b]pyridine-5-carboxylic acid